2-(6-{[(3R,4S)-3-fluoro-2,2,6,6-tetramethylpiperidin-4-yl]oxy}pyridazin-3-yl)-5-(1-methyl-1H-pyrazol-3-yl)pyridin-3-ol F[C@@H]1C(NC(C[C@@H]1OC1=CC=C(N=N1)C1=NC=C(C=C1O)C1=NN(C=C1)C)(C)C)(C)C